C(C)(=O)[O-].C(C)OC(C)=O.C(C)(C)O[Al+]OC(C)C diisopropoxyaluminum ethylacetate acetate